1-(2'-(4,5-Dimethyl-1H-imidazol-2-yl)-3,4'-bipyridine-5-carbonyl)azetidine-3-carbonitrile CC=1N=C(NC1C)C1=NC=CC(=C1)C=1C=NC=C(C1)C(=O)N1CC(C1)C#N